C(C)OC(=O)C1=NN=C2N1C=C(C=C2Cl)SCC2=CC=CC=C2.FC2=CC=C(C(C(=O)N)=C2[2H])[2H] 5-fluorobenzamide-2,6-d2 ethyl-6-(benzylthio)-8-chloro-[1,2,4]triazolo[4,3-a]pyridine-3-carboxylate